N1=CC=CC=2CCC[C@H](C12)NCCCCNC(OC(C)(C)C)=O tert-butyl (R)-(4-((5,6,7,8-tetrahydroquinolin-8-yl)amino)butyl)carbamate